8-cyclohexyl-7-methyl-2-sulfanyl-3H-pyrazolo[1,5-a][1,3,5]triazin-4-one C1(CCCCC1)C=1C(=NN2C1N=C(NC2=O)S)C